(3R)-hydroxybutyryl-hydroxybutyrate OCCCC(=O)C(C(=O)[O-])(CC)O